C(C#CC)(=O)NC=1C=NC=2CCN(CC2C1)C(=O)OC(C)(C)C tert-butyl 3-(but-2-ynoylamino)-7,8-dihydro-5H-1,6-naphthyridine-6-carboxylate